BrCC=1C(OCC1)=O 3-(bromomethyl)-2,5-dihydrofuran-2-one